C(C1=CC=CC=C1)[C@H]1N(C(OC1)=O)C[C@@H](CCCCCCBr)C (R)-4-benzyl-3-((R)-8-bromo-2-methyloctyl)oxazolidin-2-one